gold-gallium indium tin [Sn].[In].[Ga].[Au]